benzyl ((1R)-1-(4-chlorophenyl)-2-oxo-2-((4-(1-(tetrahydro-2H-pyran-2-yl)-1H-pyrazol-4-yl)phenyl)amino)ethyl)(methyl)carbamate ClC1=CC=C(C=C1)[C@H](C(NC1=CC=C(C=C1)C=1C=NN(C1)C1OCCCC1)=O)N(C(OCC1=CC=CC=C1)=O)C